ClC1=C(C=CC=C1NC(C1=NC=C(C=C1)CNCCO)=O)C1=C(C(=CC=C1)NC(C1=NC=C(C=C1)CNCCO)=O)C N,N'-(2-chloro-2'-methyl-[1,1'-biphenyl]-3,3'-diyl)bis(5-(((2-hydroxyethyl)amino)methyl)picolinamide)